CNC(=O)NC=1C=NN2C1N=C(C=C2NC)C2=CN(C1=NC=CC=C12)C1COC1 1-methyl-3-(7-(methylamino)-5-(1-(oxetan-3-yl)-1H-pyrrolo[2,3-b]pyridin-3-yl)pyrazolo[1,5-a]pyrimidin-3-yl)urea